N(=[N+]=[N-])[C@@H]([C@@H]1[C@H]([C@]([C@H](SC2=CC=C(C=C2)C)O1)(O)C(C1=CC=CC=C1)=O)OC(C1=CC=CC=C1)=O)C 4-Methylphenyl 5-azido-5,6-dideoxy-2,3-O-dibenzoyl-1-thio-β-D-allofuranoside